(1-((1H-indol-3-yl)methyl)-6,7-dimethoxy-3,4-di-hydroisoquinolin-2(1H)-yl)(thiazole-2-yl)-methanone N1C=C(C2=CC=CC=C12)CC1N(CCC2=CC(=C(C=C12)OC)OC)C(=O)C=1SC=CN1